5-(aminomethyl)-1,3,4-oxadiazol-2-amine dihydrochloride Cl.Cl.NCC1=NN=C(O1)N